BrC1=C(NC=C1)C1=CC=C(C(=C1C(=O)NC(C)(C)C)Cl)OC 6-(3-bromo-1H-pyrrol-2-yl)-N-tert-butyl-2-chloro-3-methoxy-benzamide